3-amino-3-methylthiacyclobutane 1,1-dioxide NC1(CS(C1)(=O)=O)C